O([C@H]1[C@H](O)[C@@H](O)[C@H](O)[C@H](O1)CO)C\C=C\C1=CC=CC=C1 (2E)-3-Phenylprop-2-en-1-yl β-D-glucopyranoside